2-(2-Methoxyethoxy)ethyl (S)-2-((S)-2-((((9H-fluoren-9-yl)methoxy)carbonyl)amino)-3-(1H-indol-3-yl)propanamido)-6-diazo-5-oxohexanoate C1=CC=CC=2C3=CC=CC=C3C(C12)COC(=O)N[C@H](C(=O)N[C@H](C(=O)OCCOCCOC)CCC(C=[N+]=[N-])=O)CC1=CNC2=CC=CC=C12